CC(C)(S(=O)(=O)C)C1=NC=CC(=C1)C(=O)OC methyl 2-(1-methyl-1-methylsulfonyl-ethyl)pyridine-4-carboxylate